CC1=CC=C(C=C1)S(=O)(=O)\N=C/1\C2(C(C(=NN2C2=CC=CC=C2)C2=CC=CC=C2)C2=CC=CC=C2)C=C(O1)C=1SC=CC1 (Z)-4-methyl-N-(1,3,4-triphenyl-8-(thiophen-2-yl)-7-oxa-1,2-diazaspiro[4.4]nona-2,8-dien-6-ylidene)benzenesulfonamide